(3R)-1-(7-(6-chloro-5-(trifluoromethyl)-1H-indazol-4-yl)-8-fluoro-2-(((2R,7aS)-2-fluorotetrahydro-1H-pyrrolizin-7a(5H)-yl)methoxy)pyrido[4,3-d]pyrimidin-4-yl)-3-methylpiperidin-3-ol ClC1=C(C(=C2C=NNC2=C1)C1=C(C=2N=C(N=C(C2C=N1)N1C[C@@](CCC1)(O)C)OC[C@]12CCCN2C[C@@H](C1)F)F)C(F)(F)F